4-((4-(4-Isopropyl-1H-imidazol-1-yl)pyridin-2-yl)((4-(4-methoxy-3-methylphenyl)bicyclo[2.2.2]octan-1-yl)methyl)carbamoyl)cyclohexyl trans-3-hydroxyazetidine-1-carboxylate OC1CN(C1)C(=O)OC1CCC(CC1)C(N(CC12CCC(CC1)(CC2)C2=CC(=C(C=C2)OC)C)C2=NC=CC(=C2)N2C=NC(=C2)C(C)C)=O